C(C1=CC=CC=C1)OC(=O)N[C@H](C(=O)N[C@@H](CCC(=O)OC(C)(C)C)C(NCCC1=CC=CC=C1)=O)CC(=O)OC(C)(C)C tert-Butyl (S)-4-((S)-2-(((benzyloxy)carbonyl)amino)-4-(tert-butoxy)-4-oxobutanamido)-5-oxo-5-(phenethylamino)pentanoate